C1(=CC=CC=C1)C1C(C1C1=CC=CC=C1)P(C1=CC=CC=C1)C1=CC=CC=C1 2,3-diphenylcyclopropyl-diphenylphosphine